methyl [3,5-bis(trifluoromethyl)phenyl]acetate FC(C=1C=C(C=C(C1)C(F)(F)F)CC(=O)OC)(F)F